(+/-)-8-(trans-3-ethyl-4-hydroxypiperidin-1-yl)-5-methyl-6-oxo-5,6-dihydro-1,5-naphthyridine-2-carbonitrile C(C)[C@@H]1CN(CC[C@H]1O)C1=CC(N(C=2C=CC(=NC12)C#N)C)=O |r|